chloropropanediol stearate C(CCCCCCCCCCCCCCCCC)(=O)OC(CC)(O)Cl